(S)-1-azido-25-(10-(4-(tert-butoxycarbonyl)phenoxy)decanamido)-22-oxo-3,6,9,12,15,18-hexaoxa-21-azahexacosan-26-oic acid N(=[N+]=[N-])CCOCCOCCOCCOCCOCCOCCNC(CC[C@@H](C(=O)O)NC(CCCCCCCCCOC1=CC=C(C=C1)C(=O)OC(C)(C)C)=O)=O